N-(4-(1-(2-oxo-1-(1-(p-tolyl)ethyl)pyrrolidin-3-yl)piperidin-4-yl)phenyl)methanesulfonamide O=C1N(CCC1N1CCC(CC1)C1=CC=C(C=C1)NS(=O)(=O)C)C(C)C1=CC=C(C=C1)C